methyl (1r,4R)-4-(3-chloro-4-fluoroanilino)-6'-{(2R)-3-[(4-methoxyphenyl)methoxy]-2-methylpropyl}-2'H-spiro[cyclohexane-1,5'-indeno[5,6-d][1,3]dioxole]-4-carboxylate ClC=1C=C(NC2(CCC3(C(=CC4=CC=5OCOC5C=C34)C[C@H](COCC3=CC=C(C=C3)OC)C)CC2)C(=O)OC)C=CC1F